Methyl 2-chloro-5-fluoro-3-(6-methoxy-3-pyridyl)benzoate ClC1=C(C(=O)OC)C=C(C=C1C=1C=NC(=CC1)OC)F